(R)-4-(4-(1-ethyl-1H-pyrazol-5-yl)-5-methyl-7-(1H-pyrazol-5-yl)imidazo[1,5-b]pyridazin-2-yl)-3-methyl-morpholine C(C)N1N=CC=C1C=1C=2N(N=C(C1)N1[C@@H](COCC1)C)C(=NC2C)C2=CC=NN2